ClC=1C=C(C=C(C1OCC\C=C\CCOC1=C(C=C(C=C1Cl)CCC(=O)OC)Cl)Cl)C=1OC(=C(N1)C(=O)OCC)CC ethyl 2-[3,5-dichloro-4-[(E)-6-[2,6-dichloro-4-(3-methoxy-3-oxo-propyl)phenoxy] hex-3-enoxy]phenyl]-5-ethyl-oxazole-4-carboxylate